racemic-tert-butyl (3R*,4R*)-3-(4-(tert-butoxycarbonyl)phenyl)-4-(hydroxymethyl)piperidine-1-carboxylate C(C)(C)(C)OC(=O)C1=CC=C(C=C1)[C@@H]1CN(CC[C@H]1CO)C(=O)OC(C)(C)C |r|